[H-].[Na+].C(CCCCCCCCCCCCCCCCC)OC[C@H](CO[Si](C(C)C)(C(C)C)C(C)C)OC=1C=CC(=NC1)C#N (R)-5-((1-(octadecyloxy)-3-((triisopropylsilyl)oxy)propan-2-yl)oxy)picolinonitrile Sodium hydride